N-(oxetan-2-ylmethyl)benzamide O1C(CC1)CNC(C1=CC=CC=C1)=O